O[C@@H]1CCNC1 (2R,4R)-4-hydroxypyrrolidine